2-[(S)-3-(2,3-dichloro-6-fluorophenyl)-3-pyrrolidinylamino]-7-methyl-1,7-diaza-8(7H)-naphthalenone ClC1=C(C(=CC=C1Cl)F)[C@@]1(CNCC1)NC1=NC=2C(N(C=CC2C=C1)C)=O